3-((4-(4-methylpiperidin-4-yl)phenyl)amino)-5-(3-(3-oxotetrahydro-1H-pyrrolo[1,2-c]imidazol-2(3H)-yl)piperidin-1-yl)pyrazine-2-carboxamide CC1(CCNCC1)C1=CC=C(C=C1)NC=1C(=NC=C(N1)N1CC(CCC1)N1C(N2C(C1)CCC2)=O)C(=O)N